O=C1CN(CCC1C(=O)OCC1=CC=CC=C1)C(=O)OC(C)(C)C 4-benzyl 1-(tert-butyl) 3-oxopiperidine-1,4-dicarboxylate